N-[(2S,3S)-2-[(2-fluoro[1,1'-biphenyl]-3-yl)methyl]-1-(oxetane-2-carbonyl)pyrrolidin-3-yl]methanesulfonamide FC1=C(C=CC=C1C[C@@H]1N(CC[C@@H]1NS(=O)(=O)C)C(=O)C1OCC1)C1=CC=CC=C1